[O-2].[Fe+2].[Au+3] gold Iron oxide